3-(tert-butyl)-1-nitrosopiperidine-2-carboxylic acid C(C)(C)(C)C1C(N(CCC1)N=O)C(=O)O